P(=O)([O-])([O-])[O-].NCCOCC[N+](C)(C)C.NCCOCC[N+](C)(C)C.NCCOCC[N+](C)(C)C 2-aminoethyl-choline phosphate